Tetraethylammonium hydroxid [OH-].C(C)[N+](CC)(CC)CC